FC1=C(C=CC=C1)C(C(=N)NO)(C1=CC=CC=C1)C1=CC=C(C=C1)F 2-(2-fluorophenyl)-2-(4-fluorophenyl)-N-hydroxy-2-phenylacetamidine